tert-butyl (S)-2-(((tert-butyldiphenylsilyl) oxy) methyl)-4-(((trifluoromethyl) sulfonyl) oxy)-2,5-dihydro-1H-pyrrole-1-carboxylate [Si](C1=CC=CC=C1)(C1=CC=CC=C1)(C(C)(C)C)OC[C@H]1N(CC(=C1)OS(=O)(=O)C(F)(F)F)C(=O)OC(C)(C)C